NCCCC(=O)N[C@@H](CCCCN)C(=O)OC(C)(C)C tert-butyl (4-aminobutanoyl)-L-lysinate